C1(CCCC1)C(=O)N1C2CN(CC1CC2)CC2=C(N=C1N2C=CC=N1)C1=CC=C(C=C1)C1CC1 cyclopentyl-(3-{[2-(4-cyclopropylphenyl)imidazo[1,2-a]pyrimidin-3-yl]methyl}-3,8-diazabicyclo[3.2.1]octan-8-yl)methanone